NC=1N=NC(=CC1N1CC(N(CC1)C1=CC=CC=C1)C(=O)NCC1CCN(CC1)C(=O)OC(C)(C)C)C1=C(C=CC=C1)O tert-butyl 4-((4-(3-amino-6-(2-hydroxyphenyl)pyridazin-4-yl)-1-phenylpiperazine-2-carboxamido)methyl)piperidine-1-carboxylate